2-((3,5-dicyano-6-(4,4-difluoropiperidin-1-yl)-4-ethylpyridin-2-yl)thio)-2-phenylacetamide C(#N)C=1C(=NC(=C(C1CC)C#N)N1CCC(CC1)(F)F)SC(C(=O)N)C1=CC=CC=C1